NC=1N=C(C2=C(N1)C=NN2CC2=C(C=C(C(=C2)CN2CCNCC2)F)OC)N[C@H](CCO)CCC (3S)-3-{[5-amino-1-({4-fluoro-2-methoxy-5-[(piperazin-1-yl)methyl]phenyl}methyl)-1H-pyrazolo[4,3-d]pyrimidin-7-yl]amino}hexan-1-ol